(3R)-N-{5-[2-chloro-5-(1,3,4-oxadiazol-2-yl)phenyl]-1H-indazol-3-yl}piperidine-3-carboxamide trifluoroacetate FC(C(=O)O)(F)F.ClC1=C(C=C(C=C1)C=1OC=NN1)C=1C=C2C(=NNC2=CC1)NC(=O)[C@H]1CNCCC1